N-(2-(2-chloro-5-oxo-5,7-dihydro-6H-pyrrolo[3,4-b]pyridin-6-yl)ethyl)acetamide ClC1=CC=C2C(=N1)CN(C2=O)CCNC(C)=O